N-(4-bromo-2,5-difluorophenyl)-6-chloro-1H-indole-3-sulfonamide BrC1=CC(=C(C=C1F)NS(=O)(=O)C1=CNC2=CC(=CC=C12)Cl)F